tert-butyl 4-((2-(3-ethylureido)pyridin-4-yl)methyl)-3-oxopiperazine-1-carboxylate C(C)NC(NC1=NC=CC(=C1)CN1C(CN(CC1)C(=O)OC(C)(C)C)=O)=O